methyl (S)-1,4-dioxa-7-azaspiro[4.4]nonane-8-carboxylate O1CCOC12CN[C@@H](C2)C(=O)OC